2-(5,6-difluoro-1H-indol-3-yl)-2-oxoacetyl chloride FC=1C=C2C(=CNC2=CC1F)C(C(=O)Cl)=O